4-bromohydroquinone BrC1(CC=C(O)C=C1)O